(2S)-3-methyl-2-[methyl[(oxolan-3-yloxy)carbonyl]amino]butanoic acid CC([C@@H](C(=O)O)N(C(=O)OC1COCC1)C)C